methyl (tert-butoxycarbonyl)phenylalaninate C(C)(C)(C)OC(=O)N[C@@H](CC1=CC=CC=C1)C(=O)OC